4-methyl-1-(5-(pyrazolo[1,5-a]pyrimidin-7-ylthio)-1H-imidazo[4,5-b]pyrazin-2-yl)piperidin-4-amine CC1(CCN(CC1)C1=NC=2C(=NC=C(N2)SC2=CC=NC=3N2N=CC3)N1)N